C([C@@H]1[C@H]([C@@H]([C@H]([C@H](O1)O[C@@H]2[C@@H]([C@H]([C@@H]([C@H](O2)CO)O)O)O)O)O)O)O.O.O D(+)-Trehalose Dihydrate